FC(S(=O)(=O)OC=1C=CC=2C=C3C4=CC=CCC4(C2C1)CCN3)(F)F 9,4b-(epiminoethano)phenanthren-3-yl trifluoromethanesulfonate